1-((3S,4R)-4-(3,4-difluorophenyl)-1-(2-methoxyethyl)pyrrolidin-3-yl)-3-(4-chloro-1-phenyl-3-((S)-pyrrolidin-2-yl)-1H-pyrazol-5-yl)urea dihydrochloride Cl.Cl.FC=1C=C(C=CC1F)[C@H]1[C@@H](CN(C1)CCOC)NC(=O)NC1=C(C(=NN1C1=CC=CC=C1)[C@H]1NCCC1)Cl